C(C)(=O)OC[C@@H]1O[C@H](CC1)N1N=CC=2C1=NC(=NC2Cl)Cl (2R,3R,4R,5R)-2-(Acetoxymethyl)-5-(4,6-dichloro-1H-pyrazolo[3,4-d]pyrimidin-1-yl)tetrahydrofuran